1-(3-(trimethoxysilyl)propyl)3,5-di-2-propenyl-1,3,5-triazine-2,4,6(1H,3H,5H)-trione CO[Si](CCCN1C(N(C(N(C1=O)CC=C)=O)CC=C)=O)(OC)OC